FC1=C(C(=CC(=C1)C=1C2=C(C(N(C1)C)=O)NN=C2)OC)C=C2CCN(CC2)CC(=O)O 2-[4-[[2-fluoro-6-methoxy-4-(6-methyl-7-oxo-1H-pyrazolo[3,4-c]pyridin-4-yl)phenyl]methylene]-1-piperidyl]acetic acid